5-[(4aR,7aR)-octahydro-1H-pyrrolo[3,4-b]pyridin-6-yl]-4-(trifluoromethyl)-2,3-dihydropyridazin-3-one N1[C@@H]2[C@H](CCC1)CN(C2)C2=C(C(NN=C2)=O)C(F)(F)F